ClC1=NC=C(C(=C1)N1CCC(CC1)CN(C)C)C#CC=1C=NN(C1)C (1-(2-chloro-5-((1-methyl-1H-pyrazol-4-yl)ethynyl)pyridin-4-yl)-piperidin-4-yl)-N,N-dimethylmethylamine